1-tert-butyl 6-(benzyloxy)-3-(4,4,5,5-tetramethyl-1,3,2-dioxaborolan-2-yl)-1H-indole-1-carboxylate C(C1=CC=CC=C1)OC1=CC=C2C(=CN(C2=C1)C(=O)OC(C)(C)C)B1OC(C(O1)(C)C)(C)C